3-((6-(4-((((R)-1-(2-chloro-phenyl)ethoxy)carbonyl)-amino)-3-methylisothiazol-5-yl)-2-methylpyridin-3-yl)-carbamoyl)-2,2-difluorocyclopropane-1-carboxylic acid ClC1=C(C=CC=C1)[C@@H](C)OC(=O)NC=1C(=NSC1C1=CC=C(C(=N1)C)NC(=O)C1C(C1C(=O)O)(F)F)C